2-nitrophenylthiophenol [N+](=O)([O-])C1=C(C=CC=C1)C1=C(C=CC=C1)S